2-((1H-pyrrolo[2,3-b]pyridin-5-yl)oxy)-4-((4-(2-(2-cyclopropyl-phenyl)pyrrolidin-1-yl)cyclohexyl)oxy)benzoic acid N1C=CC=2C1=NC=C(C2)OC2=C(C(=O)O)C=CC(=C2)OC2CCC(CC2)N2C(CCC2)C2=C(C=CC=C2)C2CC2